C1(CC1)C1=C(C=CC(=C1)N1CCN(CC1)CC)NC1=NC=C(C(=N1)NCCCN1C(CCCC1)=O)C(F)(F)F 1-(3-((2-((2-cyclopropyl-4-(4-ethylpiperazin-1-yl)phenyl)amino)-5-(trifluoromethyl)pyrimidin-4-yl)amino)propyl)piperidin-2-one